secondary pentyltris(dimethylamino)tin C(C)(CCC)[Sn](N(C)C)(N(C)C)N(C)C